N,N-bis(2-hydroxyethyl)-3-aminopropyl-triethoxysilane OCCN(CCC[Si](OCC)(OCC)OCC)CCO